Cl.Cl.Cl.CN1CCC(=CC1)C1=CC=C(N=N1)C1=C(C=C(C=C1)C=1C=NNC1)O 2-[6-(1-methyl-1,2,3,6-tetrahydropyridin-4-yl)pyridazin-3-yl]-5-(1H-pyrazol-4-yl)phenol tri-hydrochloride